BrC1=C2CCCC(C2=CC(=C1)F)=O 5-bromo-7-fluoro-3,4-dihydronaphthalen-1(2H)-one